ICCOCCOCCI 1,2-bis(2'-iodoethoxy)-ethane